2-(3-bicyclo[4.2.0]octa-1(6),2,4-trienyl)oxirane C1=2C=C(C=CC2CC1)C1OC1